C(CNCCNCCNCCNCC(=O)O)(=O)O 3,6,9,12-Tetraazatetradecanedioic acid